1-benzyl-6-(3,5-dimethylisoxazol-4-yl)-2-morpholino-1H-benzo[d]imidazol-4-amine C(C1=CC=CC=C1)N1C(=NC2=C1C=C(C=C2N)C=2C(=NOC2C)C)N2CCOCC2